ClC1=C(C=CC=C1C1=C(C(=NC=C1)C1=CC(=C(C=C1)C=O)OC)Cl)C1=CC=C(C(=N1)OC)CN1CCC(CC1)NC(C)=O N-[1-[[6-[2-chloro-3-[3-chloro-2-(4-formyl-3-methoxy-phenyl)-4-pyridyl]phenyl]-2-methoxy-3-pyridyl]methyl]-4-piperidyl]acetamide